1,3,4,5-tetrahydro-2H-benzo[d]azepin-2-one C1C(NCCC2=C1C=CC=C2)=O